2-(2-(cyclopropanesulfonamido)-6-(trifluoromethyl)pyrimidin-4-yl)-N-(4-(6-ethoxypyrazin-2-yl)phenyl)-2-methylpropanamide C1(CC1)S(=O)(=O)NC1=NC(=CC(=N1)C(C(=O)NC1=CC=C(C=C1)C1=NC(=CN=C1)OCC)(C)C)C(F)(F)F